N-tert.-Butyl-4-[[2-(2-hydroxy-5-methylphenyl)acetyl]amino]pyridin C(C)(C)(C)N1CC=C(C=C1)NC(CC1=C(C=CC(=C1)C)O)=O